C(C)(C)(C)OC(=O)N1CC(CC1)C(=O)Cl tert-butyl-3-(chlorocarbonyl)pyrrolidine-1-carboxylate